6-(6-ethynyl-4-methylpyridin-3-yl)-7-methyl-5-[(4S)-(pyrrolidine-1-carbonyl)cyclohex-1-en-1-yl]-7H-pyrrolo[2,3-d]pyrimidin-4-amine C(#C)C1=CC(=C(C=N1)C1=C(C2=C(N=CN=C2N)N1C)C1=C(CCCC1)C(=O)N1CCCC1)C